(3R)-N-cyclopropyl-1-((6-hydroxybenzo[d][1,3]dioxazol-5-yl)(pyridin-4-yl)methyl)pyrrolidine-3-carboxamide C1(CC1)NC(=O)[C@H]1CN(CC1)C(C1=CC=NC=C1)C1=CC2=C(ONO2)C=C1O